NC1=C(C2=CC=CC=C2C=C1)N=NC(=C(C=1C(=CC=CC1)S(=O)(=O)O)N=NC1=C(C=CC2=CC=CC=C12)N)C=1C(=CC=CC1)S(=O)(=O)O bis(2-amino-1-naphthylazo)-2,2'-stilbenedisulfonic acid